8-(6-cyclopropylpyridin-3-yl)-N-((5-fluoro-2,3-dihydrobenzofuran-4-yl)methyl)-1-(methylsulfonyl)imidazo[1,5-c]pyrimidin-5-amine C1(CC1)C1=CC=C(C=N1)C=1C=2N(C(=NC1)NCC1=C(C=CC3=C1CCO3)F)C=NC2S(=O)(=O)C